ClC=1C(=C(C(=CC1Cl)O)[C@H](C1CCN(CC1)C(=O)OC(C)(C)C)N[S@](=O)C(C)(C)C)F tert-butyl 4-[(S)-(3,4-dichloro-2-fluoro-6-hydroxyphenyl)([[(R)-2-methylpropane-2-sulfinyl]amino])methyl]piperidine-1-carboxylate